2-[3-(3,5-dichlorophenyl)ureido]-4-trifluoromethoxybenzamide ClC=1C=C(C=C(C1)Cl)NC(NC1=C(C(=O)N)C=CC(=C1)OC(F)(F)F)=O